CC1(OB(OC1(C)C)C1C2(CC1C2)C#N)C 2-(4,4,5,5-tetramethyl-1,3,2-dioxaborolan-2-yl)bicyclo[1.1.1]pentane-1-carbonitrile